C(C)(=O)N1CCN(CC1)C=1C=CC(=NC1)NC1=NC=CC(=N1)C1=C(NC(S1)=O)C 5-(2-((5-(4-acetylpiperazin-1-yl)pyridin-2-yl)amino)pyrimidin-4-yl)-4-methylthiazol-2(3H)-one